silyloxy phosphonate P(OO[SiH3])([O-])=O